CC1(C2CCC1(CC2)C2=C(C(=CC(=C2)C21CCC(CC2)C1(C)C)C12CCC(CC1)C2(C)C)S(=O)(=O)Cl)C 2,4,6-tris(7,7-dimethylnorbornyl)benzenesulfonyl chloride